Methyl (2R)-2-[[(2S)-2-(tert-butoxycarbonylamino)-3-(4-fluorophenyl)propanoyl]amino]-4-methyl-pentanoate C(C)(C)(C)OC(=O)N[C@H](C(=O)N[C@@H](C(=O)OC)CC(C)C)CC1=CC=C(C=C1)F